6-chloro-N-[3-methyl-4-({3-methylimidazo[1,2-a]pyridin-7-yl}oxy)phenyl]pyrido[3,4-d]pyrimidin-4-amine ClC1=CC2=C(N=CN=C2NC2=CC(=C(C=C2)OC2=CC=3N(C=C2)C(=CN3)C)C)C=N1